C(CCCCCCC)C(CCCCCCCC)OC(CCCCCCCN(CCNC(CNCC(=O)NCCN(CCCCCCCC(=O)OC(CCCCCCCC)CCCCCCCC)CCCCCC(OCCCCCCCCCCC)=O)=O)CCCCCC(OCCCCCCCCCCC)=O)=O 1-octylnonyl 8-[2-[[2-[[2-[2-[[8-(1-octylnonoxy)-8-oxo-octyl]-(6-oxo-6-undecoxy-hexyl) amino] ethylamino]-2-oxo-ethyl]amino] acetyl] amino]ethyl-(6-oxo-6-undecoxy-hexyl)amino]octanoate